C1(CC1)C1=C(C(=NO1)C1=NN(C2=C1C(=NC=C2)N)C(C)C)I 3-(5-cyclopropyl-4-iodoisoxazol-3-yl)-1-isopropyl-1H-pyrazolo[4,3-c]pyridin-4-amine